6-bromo-4-(2-methoxyethoxy)pyridinecarbonitrile BrC1=CC(=CC(=N1)C#N)OCCOC